FC(S(=O)(=O)OC1=C2C(=NC=C1)N(N=C2)CC2=CC=C(C=C2)OC)(F)F 1-(4-Methoxybenzyl)-1H-pyrazolo[3,4-b]pyridin-4-yl trifluoromethanesulfonate